O1C(CCCC1)N1N=CC=2C1=CN=CC2[Sn](CCCC)(CCCC)CCCC 1-(tetrahydro-2H-pyran-2-yl)-4-(tributylstannyl)-1H-pyrazolo[3,4-C]pyridine